(4-((6,7-dimethoxyquinazolin-4-yl)oxy)-3-methylphenyl)-1-(2-fluorophenyl)-2-oxo-1,2,4,5,6,7-hexahydropyrazolo[1,5-a]pyridine-3-carboxamide COC=1C=C2C(=NC=NC2=CC1OC)OC1=C(C=C(C=C1)C1C=2N(CCC1)N(C(C2C(=O)N)=O)C2=C(C=CC=C2)F)C